COC1=C(C#N)C(=CC(=C1)C1=NC=CC=C1)OC 2,6-dimethoxy-4-(pyridin-2-yl)benzonitrile